(S)-6-((4-((2-hydroxy-1-phenylethyl)amino)-5-(3-morpholino-1,2,4-oxadiazol-5-yl)pyrimidin-2-yl)amino)-1-isopropyl-1,2-dihydro-3H-indazol-3-one OC[C@H](C1=CC=CC=C1)NC1=NC(=NC=C1C1=NC(=NO1)N1CCOCC1)NC1=CC=C2C(NN(C2=C1)C(C)C)=O